2-(2,8-dimethylimidazo[1,2-a]pyridin-6-yl)-7-(4-ethylpiperazin-1-yl)-4H-pyrido[1,2-a]pyrimidin-4-one CC=1N=C2N(C=C(C=C2C)C=2N=C3N(C(C2)=O)C=C(C=C3)N3CCN(CC3)CC)C1